{(S)-14-[(E)-3-(5-Chloro-2-tetrazol-1-yl-phenyl)-acryloylamino]-8,16,18-triaza-tricyclo[13.2.1.02,7]octadeca-1(17),2,4,6,15(18)-pentaen-5-yl}-carbamic Acid methyl ester COC(NC1=CC=C2C3=CNC([C@H](CCCCCNC2=C1)NC(\C=C\C1=C(C=CC(=C1)Cl)N1N=NN=C1)=O)=N3)=O